(S)-2-[(1-methyl-1H-pyrazol-4-yl)amino]-4-[(2-phenylpropyl)amino]pyrimidin-5-carboxamide CN1N=CC(=C1)NC1=NC=C(C(=N1)NC[C@@H](C)C1=CC=CC=C1)C(=O)N